OC=1C=C(C=CC1OC)C1=CC2=C(C(=N1)C(=O)N)NC(N2C2=CC(=C(C(=C2)OC)OC)OC)=O 6-(3-hydroxy-4-methoxyphenyl)-2-oxo-1-(3,4,5-trimethoxyphenyl)-2,3-dihydro-1H-imidazo[4,5-c]pyridine-4-carboxamide